ClC1=CC(=C(COC2=NC(=CC=C2)C2CCN(CC2)CC2=NN=CN2C)C=C1)F 2-((4-chloro-2-fluorobenzyl)oxy)-6-(1-((4-methyl-4H-1,2,4-triazol-3-yl)methyl)piperidin-4-yl)pyridine